2-methyl-5-[(pyridin-2-yl)methoxy]-N-(4,4,4-trifluoro-2-hydroxybutyl)-2H-indazole-3-carboxamide CN1N=C2C=CC(=CC2=C1C(=O)NCC(CC(F)(F)F)O)OCC1=NC=CC=C1